2-((3-(5-Amino-2,4-dichlorophenoxy)propyl)(prop-2-yn-1-yl)amino)ethan-1-ol NC=1C(=CC(=C(OCCCN(CCO)CC#C)C1)Cl)Cl